CN1C(N(CC=2C1=NC(=NC2)SC)C2CN(CC1=CC=CC=C21)C(=O)OC(C)(C)C)=O tert-butyl 4-(1-methyl-7-methylsulfanyl-2-oxo-4H-pyrimido[4,5-d]pyrimidin-3-yl)-3,4-dihydro-1H-isoquinoline-2-carboxylate